4-benzyl-1-(3-chloropyridin-2-yl)-3-methyl-1H-pyrazole-5-carbonyl chloride C(C1=CC=CC=C1)C=1C(=NN(C1C(=O)Cl)C1=NC=CC=C1Cl)C